3-[5-(difluoromethyl)-1,3,4-thiadiazol-2-yl]-1-ethyl-N-[3-(fluoromethyl)oxetan-3-yl]-7-(2-methyl-1,2,3,6-tetrahydropyridin-4-yl)-2-oxo-benzimidazole-5-sulfonamide FC(C1=NN=C(S1)N1C(N(C2=C1C=C(C=C2C=2CC(NCC2)C)S(=O)(=O)NC2(COC2)CF)CC)=O)F